OC1=C(C=O)C=CC(=C1C=O)O 2,4-dihydroxy-isophthalaldehyde